FC1(CCN(CCC1)C1=C(C(=O)NC2=CC(=CC=C2)S(=O)C)C(=C(C(=N1)C)C(F)(F)F)C)F 2-(4,4-difluoroazepan-1-yl)-4,6-dimethyl-N-(3-(methylsulfinyl)phenyl)-5-(trifluoromethyl)nicotinamide